N1N=CC2=CC(=CC=C12)SC1=CN=C(N(C1=C=O)C)N1CCC2(CCC[C@H]2N[S@](=O)C(C)(C)C)CC1 (R)-N-((R)-8-(5-((1H-indazol-5-yl)thio)-1-methyl-6-carbonyl-1,6-dihydropyrimidin-2-yl)-8-azaspiro[4.5]decan-1-yl)-2-methylpropan-2-sulfinamide